O=C1NC(CCC1N1C(C2=CC=CC(=C2C1=O)OCCCN1CCC(CC1)C1=CC=C(C(=O)N2CCC(CC2)CCCCNC(\C=C\C=2C=NC=CC2)=O)C=C1)=O)=O (E)-N-(4-(1-(4-(1-(3-((2-(2,6-dioxopiperidin-3-yl)-1,3-dioxoisoindolin-4-yl)oxy)propyl)piperidin-4-yl)benzoyl)piperidin-4-yl)butyl)-3-(pyridin-3-yl)acrylamide